COC=1C=C(C=C(C1)OC)NC1=CC=C2N=CC(=NC2=C1)C=1C=C(C=CC1)N1CCN(CC1)C(=O)C1CN(C1)C(C=C)=O 1-(3-(4-(3-(7-((3,5-dimethoxyphenyl)amino)-quinoxalin-2-yl)phenyl)-piperazine-1-carbonyl)-azetidin-1-yl)prop-2-en-1-one